O=C1NC(CCC1C=1C=CC(=NC1)NCCCCC(=O)O)=O 5-[[5-(2,6-dioxo-3-piperidyl)-2-pyridyl]amino]pentanoic acid